COC([C@@H](CS)NC(=O)OC(C)(C)C)=O (S)-methyl-2-((tert-butoxycarbonyl)amino)-3-mercaptopropanoate